dodecyl (S)-2-amino-3-(3,5-difluorophenyl)propanoate N[C@H](C(=O)OCCCCCCCCCCCC)CC1=CC(=CC(=C1)F)F